N-(4-(2-((3-amino-6-(2-hydroxyphenyl)pyridazin-4-yl)oxy)ethyl)benzyl)-5-((2-(2,6-dioxopiperidin-3-yl)-1,3-dioxoisoindolin-4-yl)oxy)-N-methylpentanamide NC=1N=NC(=CC1OCCC1=CC=C(CN(C(CCCCOC2=C3C(N(C(C3=CC=C2)=O)C2C(NC(CC2)=O)=O)=O)=O)C)C=C1)C1=C(C=CC=C1)O